(R)-2-(3,4-dimethoxyphenethoxy)cyclohexanone COC=1C=C(CCO[C@H]2C(CCCC2)=O)C=CC1OC